1,3-dibromopropanol BrC(CCBr)O